methyl (E)-3-(3-(N-((4'-(dimethylamino)-3-fluoro-[1,1'-biphenyl]-4-yl)methyl)benzamido)phenyl)acrylate CN(C1=CC=C(C=C1)C1=CC(=C(C=C1)CN(C(C1=CC=CC=C1)=O)C=1C=C(C=CC1)/C=C/C(=O)OC)F)C